C(CC(C)C)C1=NC2=C(N1C(=O)N)C=CC=C2N2CC1N(C(C2)C1)C iso-Pentyl-4-(6-methyl-3,6-diazabicyclo[3.1.1]-heptan-3-yl)-1H-benzo[d]imidazole-1-carboxamide